OC1=C(C(=C(C=C1)SC1=C(C(=C(C=C1)O)C)C)C)C bis(4-hydroxy-2,3-dimethyl-phenyl) sulfide